6-methyl-4-(4,4,5,5-tetramethyl-1,3,2-dioxaborolan-2-yl)-1-((2-(trimethylsilyl)ethoxy)methyl)-1H-pyrazolo[3,4-b]pyridine CC1=CC(=C2C(=N1)N(N=C2)COCC[Si](C)(C)C)B2OC(C(O2)(C)C)(C)C